NCCN1CC=2C=NC(=CC2C1=O)C(=O)OCC ethyl 2-(2-aminoethyl)-1-oxo-3H-pyrrolo[3,4-c]pyridine-6-carboxylate